3-(4-(3,5-dimethylpiperidin-4-yl)-5-fluoro-1-oxoisoindolin-2-yl)piperidine-2,6-dione CC1CNCC(C1C1=C2CN(C(C2=CC=C1F)=O)C1C(NC(CC1)=O)=O)C